N1N=CC(=C1)S(=O)(=O)Cl 1H-pyrazole-4-sulfonyl chloride